ClC=1C=C(C=CC1Cl)C=1SC=C(N1)NC(CCC(=O)O)=O 4-((2-(3,4-dichlorophenyl)thiazol-4-yl)amino)-4-oxobutanoic acid